Br\C=C/F (Z)-1-bromo-2-fluoroethylene